5-bromo-2-(1,3-dioxolan-2-yl)phenoxy(tert-butyl)dimethylsilane BrC=1C=CC(=C(O[Si](C)(C)C(C)(C)C)C1)C1OCCO1